CC=1C=2N(C=C(N1)C)N=C(C2)C=2N=C1N(C(C2)=O)C=C(C=C1)N1CC2C(CC1)N(CC2)C 2-(4,6-dimethylpyrazolo[1,5-a]pyrazin-2-yl)-7-(1-methyloctahydro-5H-pyrrolo[3,2-c]pyridin-5-yl)-4H-pyrido[1,2-a]pyrimidin-4-one